Pyrylium iodide [I-].[O+]1=CC=CC=C1